F[C@H]1CNCCC1N1CCCC1 (3S)-3-fluoro-4-(pyrrolidin-1-yl)piperidine